(3-(trifluoromethyl)bicyclo[1.1.1]pentan-1-yl)methanone FC(C12CC(C1)(C2)C=O)(F)F